1-(5-(hydroxy(4-(trifluoromethyl)phenyl)methyl)-3,4-dihydroisoquinolin-2(1H)-yl)-3-((trifluoromethyl)sulfonyl)propan-1-one OC(C1=C2CCN(CC2=CC=C1)C(CCS(=O)(=O)C(F)(F)F)=O)C1=CC=C(C=C1)C(F)(F)F